4-[4-Chloro-3-(difluoromethoxy)phenyl]-1-[(3-methyl-1H-pyrazol-5-yl)methyl]pyrazole ClC1=C(C=C(C=C1)C=1C=NN(C1)CC1=CC(=NN1)C)OC(F)F